methyl 3-(5-(3-fluoro-5-(imidazo[1,2-a]pyridine-3-carboxamido)-4-methylphenyl)-4-(4-methoxybenzyl)-4H-1,2,4-triazol-3-yl)azetidine-1-carboxylate FC=1C=C(C=C(C1C)NC(=O)C1=CN=C2N1C=CC=C2)C=2N(C(=NN2)C2CN(C2)C(=O)OC)CC2=CC=C(C=C2)OC